NC/C(/CN1N=CN(C1=O)C=1C=NC(=CC1C)C1=CC=C(C=C1)S(=O)(=O)C)=C\F 2-[(2E)-2-(aminomethyl)-3-fluoroprop-2-en-1-yl]-4-[4-methyl-6-[4-(methylsulfonyl)phenyl]pyridin-3-yl]-2,4-dihydro-3H-1,2,4-triazol-3-one